[N+](=O)([O-])C=1C=CC(=NC1)OCC1=NC=CC=C1 5-nitro-2-[(pyridin-2-yl)methoxy]pyridine